BrC1=CC2=CC=C(C=C2C=C1)OCCOC 2-bromo-6-(2-methoxyethoxy)naphthalene